C(C)(C)(C)OC(N([C@H]1CN(CCC1)C=1C=NC(=CC1)C(C)N1N=NC(=C1)C=1C=NC=C(C1)C1CC1)CC1CC1)=O.F[SiH](C(Cl)Cl)F difluorodichloromethylsilane tert-butyl-(cyclopropylmethyl)((3R)-1-(6-(1-(4-(5-cyclopropylpyridin-3-yl)-1H-1,2,3-triazol-1-yl)ethyl)pyridin-3-yl)piperidin-3-yl)carbamate